C(C1=CC=CC=C1)OC1=NC(=CC=C1C1=NN(C2=CC(=CC=C12)[N+](=O)[O-])C)OCC1=CC=CC=C1 3-(2,6-dibenzyloxy-3-pyridyl)-1-methyl-6-nitro-indazole